[N+](=O)([O-])C1=CC=C(C=C1)N1N=C(C2=CN(C=3N=CN=C1C32)COCC[Si](C)(C)C)N 5-(4-Nitrophenyl)-1-((2-(trimethylsilyl)ethoxy)methyl)-1,5-dihydro-1,4,5,6,8-pentaaza-acenaphthylen-3-amine